ClCCN=C=O chloromethyl-methyl isocyanate